OC(CN(CCCCSSCCN1CCN(CC1)CCOC(CCCN(CC(CCCCCCC(=O)OCCCC)O)CC(CCCCCCC(=O)OCCCC)O)=O)CC(CCCCC(OCCC(C)C)=O)O)CCCCC(=O)OCCC(C)C Dibutyl 9,9'-((4-(2-(4-(2-((4-(bis(2-hydroxy-7-(isopentyloxy)-7-oxoheptyl)amino)-butyl)disulfaneyl)ethyl)piperazin-1-yl)ethoxy)-4-oxobutyl)azanediyl)bis(8-hydroxynonanoate)